(6-(((1R,2S)-2-((E)-1-phenylbut-1-en-2-yl)cyclopropyl)amino)-2-azaspiro[3.3]Heptane-2-yl)ethanesulfonamide bis(2,2,2-trifluoroacetate) FC(C(=O)O)(F)F.FC(C(=O)O)(F)F.C1(=CC=CC=C1)\C=C(/CC)\[C@H]1[C@@H](C1)NC1CC2(CN(C2)C(C)S(=O)(=O)N)C1